FC=1C=C2C(=CNC(C2=C(C1)F)=O)[C@@H](C)N(C(=O)NC1=CC=C(C=C1)F)C (R)-1-(1-(6,8-difluoro-1-oxo-1,2-dihydroisoquinolin-4-yl)ethyl)-3-(4-fluorophenyl)-1-methylurea